SC1=CC=C(C=C1)S(=O)(=O)NCC(=O)OC methyl ((4-mercaptophenyl)sulfonyl)glycinate